bicyclo[2.2.2]octan-1-ol C12(CCC(CC1)CC2)O